ClC1=C(C=C(OCCCN2C(=CC(=C2)N(C2=CC(=CC=C2)C(C)C)CC2=CC(=CC=C2)Cl)C(=O)O)C=C1C)C 1-(3-(4-chloro-3,5-dimethylphenoxy)propyl)-4-((3-chlorobenzyl)(3-isopropylphenyl)amino)-1H-pyrrole-2-carboxylic acid